COC(=O)C(CCCCC)C Heptane-6-carboxylic acid methyl ester